2-(2-(azepan-1-yl)ethoxy)quinoline N1(CCCCCC1)CCOC1=NC2=CC=CC=C2C=C1